tert-butyl 6-((6-((5-(difluoromethoxy)-1H-pyrazol-3-yl)amino)pyrazin-2-yl)oxy)-2-azaspiro[3.3]heptane-2-carboxylate FC(OC1=CC(=NN1)NC1=CN=CC(=N1)OC1CC2(CN(C2)C(=O)OC(C)(C)C)C1)F